ClC1=NC=C(C(=C1)C1=CCN(C(=C1)C)C=1SC2=C(N1)CN(C2)C(=O)C2=NC=C(N=C2)C(F)(F)F)OC 2'-chloro-5'-methoxy-6-methyl-N-(5-(5-(trifluoromethyl)pyrazine-2-carbonyl)-5,6-dihydro-4H-pyrrolo[3,4-d]thiazol-2-yl)-[4,4'-bipyridine]